dichloro(diisopropylamino)borane ClB(N(C(C)C)C(C)C)Cl